8-(4-fluoro-2,5-dimethylphenyl)-9-(4-((1-(3-fluoropropyl)azetidin-3-yl)methyl)phenyl)-6,7-dihydro-5H-benzo[7]annulene-3-carboxylic acid FC1=CC(=C(C=C1C)C=1CCCC2=C(C1C1=CC=C(C=C1)CC1CN(C1)CCCF)C=CC(=C2)C(=O)O)C